(1R,3R)-1-(2,6-difluoro-4-(((S)-piperidin-3-yl)oxy)phenyl)-2-(2-fluoro-2-methylpropyl)-3-methyl-2,3,4,9-tetrahydro-1H-pyrido[3,4-b]indole hydrochloride Cl.FC1=C(C(=CC(=C1)O[C@@H]1CNCCC1)F)[C@H]1N([C@@H](CC2=C1NC1=CC=CC=C21)C)CC(C)(C)F